thenoyltrifluoropyruvate C1(=CC=CS1)C(=O)OC(C(=O)C(F)(F)F)=O